1-(4-(2-(2,6-dimethylpyridin-4-yl)-3-isopropyl-1H-indol-5-yl)piperidin-1-yl)-3-(methylamino)propan-1-one CC1=NC(=CC(=C1)C=1NC2=CC=C(C=C2C1C(C)C)C1CCN(CC1)C(CCNC)=O)C